C1CCC=CC1 cis-4-Cyclohexen